ClC1=C(C(N(C(N1)=O)C)=O)[N+](=O)[O-] 6-chloro-3-methyl-5-nitropyrimidine-2,4(1H,3H)-dione